CS(=O)(=O)OCC1=C(C=NC=C1)NC1C(NC(CC1)=O)=O (3-((2,6-dioxopiperidin-3-yl)amino)pyridin-4-yl)methyl methanesulfonate